C(CCC)OC1=C(N(OCCCC)OCCCC)C=CC=C1 tri-n-butoxyaniline